C[C@H]1CN(C[C@H](N1)C)C1=C2C=NC(=NC2=C(C=C1)C(=O)NC1=CC2=CN(N=C2C(=C1)F)C)OCC1OCCCC1 5-((3S,5R)-3,5-dimethylpiperazin-1-yl)-N-(7-fluoro-2-methyl-2H-indazol-5-yl)-2-((tetrahydro-2H-pyran-2-yl)methoxy)quinazoline-8-carboxamide